D-(+)-3-(3,4-dihydroxyphenyl)lactic acid OC=1C=C(C=CC1O)C[C@H](C(=O)O)O